C(C\C=C/CC)OC(C(C)C)=O 2-methylpropanoic acid (Z)-hex-3-enyl ester